COC1=C(OCCOCCOCC(=O)OC(C)(C)C)C(=CC(=C1)\C=C\C(N1CCC=CC1=O)=O)OC tert-butyl (E)-2-(2-(2-(2,6-dimethoxy-4-(3-oxo-3-(6-oxo-3,6-dihydropyridin-1(2H)-yl)prop-1-en-1-yl)phenoxy)ethoxy)ethoxy)acetate